CC1(CN2C(O1)=C(C=N2)[S@@](=O)(N)=NC(NC2=C1CCC1=CC=1CCC21)=O)C (R)-2,2-dimethyl-N'-(tricyclo[6.2.0.03,6]deca-1,3(6),7-trien-2-ylcarbamoyl)-2,3-dihydropyrazolo[5,1-b]oxazole-7-sulfonimidamide